(2S,3S)-3-(4-bromophenyl)-1-(tert-butoxycarbonyl)azetidine-2-carboxylic acid BrC1=CC=C(C=C1)[C@@H]1[C@H](N(C1)C(=O)OC(C)(C)C)C(=O)O